[Eu].FC=1C=2N(C=CC1CO)C=CN2 (8-Fluoroimidazo[1,2-a]pyridin-7-yl)methanol Europium